FC(C1=CC2=C(CC=NCC2)C=C1)(F)F 7-(trifluoromethyl)-4,5-dihydro-1H-benzo[d]azepine